CC(=CC(=O)O)C 3-methyl-crotonic acid